[Br-].CC=1C=C(C=C(C1)C)POC(C)(C)C (3,5-dimethylphenyl)tert-butoxyphosphine bromide